NCCOCCOCCOC1=CC2=C(N(C(N2C)=O)C2C(NC(CC2)=O)=O)C=C1 3-(5-(2-(2-(2-Aminoethoxy)ethoxy)ethoxy)-3-methyl-2-oxo-2,3-dihydro-1H-benzo-[d]imidazol-1-yl)piperidine-2,6-dione